C(C)[C@@H]1CN[C@@H]2[C@@H](O1)CO[C@H](C2)C(=O)N2[C@H](C1=CC=CC=C1CC2)C2=CC=C(C=C2)F ((3R,4aR,7R,8aS)-3-ethyloctahydropyrano[3,4-b][1,4]oxazin-7-yl)((S)-1-(4-fluorophenyl)-3,4-dihydroisoquinolin-2(1H)-yl)methanone